CN(C(=O)C1=CC(=C(COC2=CC=CC(=N2)C2CCN(CC2)CC2=NC3=C(N2C[C@H]2OCC2)C=C(C=C3)C(=O)OC)C=C1)F)C methyl (S)-2-((4-(6-((4-(dimethylcarbamoyl)-2-fluorobenzyl)oxy)pyridin-2-yl)piperidin-1-yl)methyl)-1-(oxetan-2-ylmethyl)-1H-benzo[d]imidazole-6-carboxylate